2-(5-amino-3-phenyl-4-(4-sulfamoylbenzyl)-1H-pyrazol-1-yl)-5-methylthiazole-4-carboxylic acid NC1=C(C(=NN1C=1SC(=C(N1)C(=O)O)C)C1=CC=CC=C1)CC1=CC=C(C=C1)S(N)(=O)=O